2,5-dioxopyrrolidin-1-yl 4-fluoro-1-hydroxy-1,3-dihydrobenzo[c][1,2]oxaborole-6-carboxylate FC1=CC(=CC=2B(OCC21)O)C(=O)ON2C(CCC2=O)=O